O[C@]12C(C3=C(N=C1N(CC2)C2=CC=CC=C2)SC2=C3CCCC2)=O (S)-3a-Hydroxy-1-phenyl-3,3a,5,6,7,8-hexahydro-1H-benzo[4,5]thieno[2,3-b]pyrrolo[3,2-e]pyridin-4(2H)-one